5-chloro-7-methylpyrazolo[1,5-a]Pyrimidine-3-carboxylic acid ethyl ester C(C)OC(=O)C=1C=NN2C1N=C(C=C2C)Cl